C(C)(C)(C)OC(=O)N1CC2(C1)CC(C2)OC2=C1C=CN(C(C1=C(C=C2)F)=O)C.ClC(C(=O)C2=CC=C(C=C2)F)C 2-chloro-1-(4-fluorophenyl)propan-1-one tert-butyl-6-((8-fluoro-2-methyl-1-oxo-1,2-dihydroisoquinolin-5-yl)oxy)-2-azaspiro[3.3]heptane-2-carboxylate